[Sb].[In].[Sn] tin-indium-antimony